OCC(=O)N1CCC(CC1)C(=O)N([C@H](C(F)(F)F)C1=CC=C(C=C1)NC=1C(=C2C(=NC1)SC(=N2)C)[C@H](C)OC)C 1-(hydroxyacetyl)-N-methyl-N-{(1S)-2,2,2-trifluoro-1-[4-({7-[(1S)-1-methoxyethyl]-2-methyl-[1,3]thiazolo[5,4-b]pyridin-6-yl}amino)phenyl]ethyl}piperidine-4-carboxamide